C(C)(C)N(CCNCCNC(C)C)C(C)C N,N,N''-triisopropyldiethylenetriamine